2-methylpropan-2-yl ({[(2-Methylprop-2-yl)oxy]carbonyl}[4-(trifluoromethylsulfonyloxy)-5-{[tris(prop-2-yl)silyl]ethynyl}quinoline-2-yl]amino)formate CC(C)(C)OC(=O)N(C1=NC2=CC=CC(=C2C(=C1)OS(=O)(=O)C(F)(F)F)C#C[Si](C(C)C)(C(C)C)C(C)C)C(=O)OC(C)(C)C